C(CC)N(C1=CC=C(C=C1)B(O)O)CCC 4-(dipropylamino)phenylboronic acid